(R*)-tert-Butyl 8-(cyanomethyl)-11,11-difluoro-8-hydroxy-3,4,8,9,10,11-hexahydro-1H-pyrido[4',3':3,4]pyrazolo[1,5-a]azepine-2-carboxylate C(#N)C[C@@]1(CCC(C=2N(C1)N=C1C2CN(CC1)C(=O)OC(C)(C)C)(F)F)O |o1:3|